3-(1H-imidazol-1-yl)propyl-3,5-Diaminobenzamide N1(C=NC=C1)CCCC1=C(C(=O)N)C=C(C=C1N)N